N1=C(C=CC2=CC=CC=C12)C1=CCCCN1C(=O)OC(C)(C)C tert-butyl 6-(quinolin-2-yl)-3,4-dihydropyridin-1(2H)-carboxylate